bis(2,2,4-trimethyl-1,2-dihydroquinolin-6-yl)sulfane CC1(NC2=CC=C(C=C2C(=C1)C)SC=1C=C2C(=CC(NC2=CC1)(C)C)C)C